BrC=1C(=NN2C1\C(\CCC2)=N\[S@](=O)C(C)(C)C)C (R,E)-N-(3-bromo-2-methyl-6,7-dihydropyrazolo[1,5-a]pyridin-4(5H)-ylidene)-2-methylpropane-2-sulfinamide